C(CCCCCCCCCCC=C)N 12-tridecene-1-amine